GLYCEROL BEHENATE C(CCCCCCCCCCCCCCCCCCCCC)(=O)OCC(O)CO